FC(C(=O)N1CCC(CC1)N1N=C(C2=CNC=3N=CN=C1C32)NC3=CC=C(C=C3)OC3=CC=CC=C3)=C 2-fluoro-1-(4-(3-((4-phenoxyphenyl)amino)-1,4,5,6,8-pentazaacenaphthylen-5(1H)-yl)piperidin-1-yl)prop-2-en-1-one